FC1(CN(CC1)C1=NC=CC(=C1)OC1=CC(=C(C=C1)NC1=NC=NC2=CC(=C(C=C12)NC1CCN(CC1)C(C=C)=O)OC)F)F 1-(4-((4-((4-((2-(3,3-difluoropyrrolidin-1-yl)pyridin-4-yl)oxy)-2-fluorophenyl)amino)-7-methoxyquinazolin-6-yl)amino)piperidin-1-yl)prop-2-en-1-one